4-{[N-(mesitylsulfonyl)-N-(2-phenylethyl)glycyl]amino}benzamide C1(=C(C(=CC(=C1)C)C)S(=O)(=O)N(CC(=O)NC1=CC=C(C(=O)N)C=C1)CCC1=CC=CC=C1)C